[5-[2,4-Bis((3S)-3-methylmorpholin-4-yl)pyrido[2,3-d]pyrimidin-7-yl]-2-methoxyphenyl]methanol C[C@@H]1N(CCOC1)C=1N=C(C2=C(N1)N=C(C=C2)C=2C=CC(=C(C2)CO)OC)N2[C@H](COCC2)C